3-(4-benzoylphenylmethylthiothiocarbonylthio)propanoic acid C(C1=CC=CC=C1)(=O)C1=CC=C(C=C1)CSC(=S)SCCC(=O)O